8-methyl-4-(4,4,4-trifluorobutyl)-2-(trifluoromethyl)quinazolin-5-ol CC1=CC=C(C=2C(=NC(=NC12)C(F)(F)F)CCCC(F)(F)F)O